NC1=NC=CC=C1C1=NC=2C(=NC(=CC2)N2N=CC=C2)N1C=1C=C2CC[C@@H](C2=CC1)NC1CC2(C1)CCN(CC2)C(C=C)=O 1-(2-{[(1S)-5-[2-(2-aminopyridin-3-yl)-5-(pyrazol-1-yl)imidazo[4,5-b]pyridin-3-yl]-2,3-dihydro-1H-inden-1-yl]amino}-7-azaspiro[3.5]nonan-7-yl)prop-2-en-1-one